C(C)OC(CNC(=O)C=1SC=C(C1)C)OCC N-(2,2-diethoxyethyl)-4-methyl-thiophene-2-carboxamide